5-chloro-N-((1r,4r)-4-((3-(6-fluoro-2-methylpyridin-3-yl)-2-oxo-2,3-dihydro-1H-benzo[d]imidazol-1-yl)methyl)cyclohexyl)-2-methylnicotinamide ClC=1C=NC(=C(C(=O)NC2CCC(CC2)CN2C(N(C3=C2C=CC=C3)C=3C(=NC(=CC3)F)C)=O)C1)C